5-amino-8-(4-methyl-1,3-benzoxazol-6-yl)-2-[(5-methyl-oxazol-4-yl)methyl]-7-phenyl-[1,2,4]triazolo[4,3-c]pyrimidin-3-one NC1=NC(=C(C=2N1C(N(N2)CC=2N=COC2C)=O)C2=CC1=C(N=CO1)C(=C2)C)C2=CC=CC=C2